2-amino-N-[4-[3-(1-methylpyrazol-3-yl)phenyl]thiazol-2-yl]acetamide NCC(=O)NC=1SC=C(N1)C1=CC(=CC=C1)C1=NN(C=C1)C